BrC=1N=CN(C1)C1=C(C=C(C=C1C)CN1C[C@@H](CC1)F)C (R)-4-Bromo-1-(4-((3-fluoropyrrolidin-1-yl)methyl)-2,6-dimethylphenyl)-1H-imidazole